CN1CCN(CC1)C(=O)O[C@H]1/C=C/[C@@H]([C@H](OC(C[C@@H](CC[C@@H]1C)O)=O)/C(=C/C1=CC(=CC(=C1)F)NC(CC1CC1)=O)/C)C [(2S,3S,4E,6R,7S,10R)-2-[(E)-1-[3-[(2-cyclopropylacetyl)amino]-5-fluorophenyl]prop-1-en-2-yl]-10-hydroxy-3,7-dimethyl-12-oxo-1-oxacyclododec-4-en-6-yl] 4-methylpiperazine-1-carboxylate